C[C@@H]1O[C@@H](CN(C1)C1=CC=CC(=N1)C1=NC2=CC(=NC=C2C=C1)CNC(=O)C1=CN(C=C1)S(=O)(=O)C)C N-((2-(6-(cis-2,6-dimethylmorpholino)pyridin-2-yl)-1,6-naphthyridin-7-yl)methyl)-1-(methylsulfonyl)-1H-pyrrole-3-carboxamide